FC(C(=O)O)(CC1=CC(=CC=C1)C(C(F)(F)F)(F)F)F α,α-difluoro-3-(1,1,2,2,2-pentafluoroethyl)-benzenepropanoic acid